methoxy-N4,N4-dimethyl-N6-(5-methyl-1H-pyrazol-3-yl)pyrimidine-4,6-diamine COC1=NC(=CC(=N1)N(C)C)NC1=NNC(=C1)C